3-Phenyl-5,10-secocholesta-1(10),2-dien-5-one C/C/1=C\C=C(/CC(=O)CC[C@@H]2[C@@H]1CC[C@]3([C@H]2CC[C@@H]3[C@H](C)CCCC(C)C)C)\C4=CC=CC=C4